7-Isopropoxy-2-(1-methyl-2-oxabicyclo[2.2.1]heptan-4-yl)-N-(pyridin-2-yl)imidazo[1,2-a]pyridine-6-carboxamide C(C)(C)OC1=CC=2N(C=C1C(=O)NC1=NC=CC=C1)C=C(N2)C21COC(CC2)(C1)C